C(C=C(C)C)N[C@@H](CS)C(=O)O PRENYLCYSTEINE